C(#N)C1=NC=C(C(=O)NC2=CC(=C(C=C2)F)[C@H](C)NC=2C=NC=3C(N2)=NN(C3)CC)C=C1C (S)-6-cyano-N-(3-(1-((2-ethyl-2H-pyrazolo[3,4-b]pyrazin-6-yl)amino)ethyl)-4-fluorophenyl)-5-methylnicotinamide